OC[C@H](C1=CC=CC=C1)NC1=NC(=NC=C1C=1OC(=NN1)C)NC=1C=C2C(NC(C2=CC1)=O)(C)C (S)-5-((4-((2-hydroxy-1-phenylethyl)amino)-5-(5-methyl-1,3,4-oxadiazol-2-yl)pyrimidin-2-yl)amino)-3,3-dimethylisoindol-1-one